C(C)(=O)O[C@H]1[C@@H](O[C@@H]([C@@H]1F)[C@H](C(F)(F)F)OC(C)=O)N1C2=NC(=NC(=C2N(C1=O)CCC)Cl)N (2R,3S,4S,5R)-5-((R)-1-Acetoxy-2,2,2-trifluoroethyl)-2-(2-amino-6-chloro-8-oxo-7-propyl-7,8-dihydro-9H-purin-9-yl)-4-fluorotetrahydrofuran-3-yl acetate